Ethyl 1-(1-oxo-1,2-dihydro-phthalazin-5-yl)-5-(trifluoromethyl)-1H-pyrazole-4-carboxylate O=C1NN=CC2=C(C=CC=C12)N1N=CC(=C1C(F)(F)F)C(=O)OCC